7-chloro-N-(4-((3,3-difluoropyrrolidin-1-yl)methyl)-3-(trifluoromethyl)phenyl)-1-methyl-6-((6-(methylamino)pyrazolo[1,5-a]pyrazin-3-yl)oxy)-1H-imidazo[4,5-b]pyridin-2-amine ClC1=C2C(=NC=C1OC=1C=NN3C1C=NC(=C3)NC)N=C(N2C)NC2=CC(=C(C=C2)CN2CC(CC2)(F)F)C(F)(F)F